N-[N-[8-(2-chlorophenyl)-9-(4-chlorophenyl)-6-[4-(trifluoromethyl)-1-piperidyl]purin-2-yl]carbamimidoyl]acetamide ClC1=C(C=CC=C1)C=1N(C2=NC(=NC(=C2N1)N1CCC(CC1)C(F)(F)F)NC(=N)NC(C)=O)C1=CC=C(C=C1)Cl